1,4-di(hydroxyethyl)hydroquinone OCCC1(O)C=CC(O)(C=C1)CCO